[[1-(4-Hydroxy-2,3-dihydrobenzofuran-5-yl)pyrido[3,4-d]pyridazin-4-yl]amino]-N-methyl-cyclohexanecarboxamide OC1=C(C=CC2=C1CCO2)C2=C1C(=C(N=N2)NC2(CCCCC2)C(=O)NC)C=NC=C1